(S)-(4-((4-(3-((2-(1-hydroxyethyl)-1H-imidazol-1-yl)methyl)isoxazol-5-yl)phenyl)ethynyl)benzyl)glycinate O[C@@H](C)C=1N(C=CN1)CC1=NOC(=C1)C1=CC=C(C=C1)C#CC1=CC=C(CNCC(=O)[O-])C=C1